NCCCCCCNC[Si](OCC)(OCC)OCC (6-aminohexyl)aminomethyltriethoxysilane